C1=CC(=CC=C1N)O The molecule is an amino phenol (one of the three possible isomers) which has the single amino substituent located para to the phenolic -OH group. It has a role as a metabolite and an allergen.